C1(CC1)[C@H](C(C)(C)O)N1C(C2=C(C=CC=C2C1)C#CC1=C2C(=NC=C1)CCC2)=O (R)-2-(1-Cyclopropyl-2-hydroxy-2-methylpropyl)-7-((6,7-dihydro-5H-cyclopenta[b]pyridin-4-yl)ethynyl)isoindolin-1-one